tert-butyl 2-(1-([1,1'-biphenyl]-3-yl)cyclopropyl)-4-oxo-3,4,7,8-tetrahydropyrido[4,3-d]pyrimidine-6(5H)-carboxylate C1(=CC(=CC=C1)C1(CC1)C=1NC(C2=C(N1)CCN(C2)C(=O)OC(C)(C)C)=O)C2=CC=CC=C2